C1(CC1)CN1C(=NC2=C1C=CC=C2)C2CCN(CC2)CC2=CC=C1C(=NN(C1=C2)C)C2=C(C=CC=C2)F 6-((4-(1-(cyclopropylmethyl)-1H-benzo[d]imidazol-2-yl)piperidin-1-yl)methyl)-3-(2-fluorophenyl)-1-methyl-1H-indazole